NC=1OC2=C(N1)C=C(C=C2)C=2C=CC=1N(C2)C(=CN1)C(=O)N1C(CCC1)C(=O)N 1-(6-(2-aminobenzo[d]oxazol-5-yl)imidazo[1,2-a]pyridine-3-carbonyl)pyrrolidine-2-carboxamide